3-(5-((2-fluorobenzyl)amino)-2-methyl-4-oxoquinazolin-3(4H)-yl)piperidine-2,6-dione FC1=C(CNC2=C3C(N(C(=NC3=CC=C2)C)C2C(NC(CC2)=O)=O)=O)C=CC=C1